IC=1C=C(C(=O)N)C=CC1C 3-iodo-4-methyl-benzamide